OC(C)(C)C1=NC(=NC(=C1)C)N1C[C@@H]2[C@H](C1)CN(C2)C=O ((3aR,6aS)-5-(4-(2-hydroxypropan-2-yl)-6-methylpyrimidin-2-yl)hexahydropyrrolo[3,4-c]pyrrol-2(1H)-yl)methanone